diethyl-1,1-cyclopropanedicarboxylate C(C)OC(=O)C1(CC1)C(=O)OCC